4-amino-1-((2R,3R,4S,5R)-4-(benzyloxy)-5-((benzyloxy)methyl)-3-hydroxy-5-methyltetrahydrofuran-2-yl)-5-chloropyrimidin-2(1H)-one NC1=NC(N(C=C1Cl)[C@@H]1O[C@]([C@H]([C@H]1O)OCC1=CC=CC=C1)(C)COCC1=CC=CC=C1)=O